3-(1-(2-(2,6-dioxopiperidin-3-yl)-1-oxoisoindolin-5-yl)piperidin-4-yl)propanal O=C1NC(CCC1N1C(C2=CC=C(C=C2C1)N1CCC(CC1)CCC=O)=O)=O